methyl (E)-2-[2-[(2,5-dimethylphenoxy)methyl]phenyl]-3-methoxy-prop-2-enoate CC1=C(OCC2=C(C=CC=C2)/C(/C(=O)OC)=C\OC)C=C(C=C1)C